CNC1=C(C=C(C=C1)[N+](=O)[O-])N N1-methyl-4-nitrobenzene-1,2-diamine